1-((2-(trimethylsilyl)ethoxy)methyl)-5-vinyl-1H-imidazo[4,5-b]pyridine C[Si](CCOCN1C=NC2=NC(=CC=C21)C=C)(C)C